CC1=NC=C(C(=C1)OC)Br methyl-5-bromo-4-methoxy-pyridine